C(C)(C)(C)OC(=O)N1CCN2C=3C(=CC(=CC13)F)C(C=C2CO)=C=O 9-fluoro-5-(hydroxymethyl)-7-carbonyl-2,3-dihydro-1H,7H-pyrido[1,2,3-de]quinoxaline-1-carboxylic acid tert-butyl ester